[3-[2-(Dimethylamino)ethyl]-1H-indol-4-yl]oxy-methylphosphinic acid CN(CCC1=CNC2=CC=CC(=C12)OP(O)(=O)C)C